1-methyl-4λ2-piperazine CN1CC[N]CC1